succinic acid platinum [Pt].C(CCC(=O)O)(=O)O